4-{5-chloro-2-[4-(trimethylsilyl)-1H-1,2,3-triazol-1-yl]phenyl}-6-methoxy-5-methylpyrimidine ClC=1C=CC(=C(C1)C1=NC=NC(=C1C)OC)N1N=NC(=C1)[Si](C)(C)C